3''-chloro-4''-((3,5-difluoropyridine-2-yl)methoxy)-5',6''-dimethyl-3-(tetrahydro-2H-pyran-4-yl)-2H,2''H-[1,2':4',1''-terpyridine] ClC=1CN(C(=CC1OCC1=NC=C(C=C1F)F)C)C1=CC(=NC=C1C)N1CC(=CC=C1)C1CCOCC1